4-ACETYLBENZOIC ACID C(C)(=O)C1=CC=C(C(=O)O)C=C1